3-[6-(6-isopropoxy-2-pyridyl)chroman-2-yl]propionic acid C(C)(C)OC1=CC=CC(=N1)C=1C=C2CCC(OC2=CC1)CCC(=O)O